O1CNCC12CCN(CC2)C(=O)OCCCC butyl 1-oxa-3,8-diazaspiro[4.5]decane-8-carboxylate